FC=1C=C(C=CC1F)[C@H]1[C@@H](CN(C1)C=1C=NNC1)NC(=O)NC1=C(C(=NN1C1=CC=CC=C1)OCC(C)(C)O)C 1-((3S,4R)-4-(3,4-difluorophenyl)-1-(1H-pyrazol-4-yl)pyrrolidin-3-yl)-3-(3-(2-hydroxy-2-methylpropoxy)-4-methyl-1-phenyl-1H-pyrazol-5-yl)urea